1-(3-methylbenzofuran-2-yl)ethan CC1=C(OC2=C1C=CC=C2)CC